C(C1=CC=CC=C1)(C1=CC=CC=C1)NCC1(CC1)OC N-benzhydryl-1-(1-methoxycyclopropyl)methylamine